C(CCCCCCC)[P+](CCCCCCCC)(CCCCCCCC)CCCCCCCC tetraoctyl-phosphonium